C(C)(=O)C1=NN(C2=CC=C(C=C12)C=1C=NC(=NC1)NS(=O)(=O)C)CC(=O)N1[C@@H](C[C@H](C1)F)C(=O)NC1=NC(=CC=C1)Br (2S,4R)-1-(2-(3-acetyl-5-(2-(methylsulfonamido)pyrimidin-5-yl)-1H-indazol-1-yl)acetyl)-N-(6-bromopyridin-2-yl)-4-fluoropyrrolidine-2-carboxamide